[Cl-].C(C1CO1)[N+](CC=C)(CC=C)CC1CO1 N,N-bisglycidyl-N,N-diallylammonium chloride